N7-(2-{4-[4-(2-methoxyethoxy)phenyl]piperazin-1-yl}ethyl)-N7-(2H3)methyl-2-(1,3-oxazol-2-yl)[1,2,4]triazolo[1,5-c]pyrimidine-5,7-diamine COCCOC1=CC=C(C=C1)N1CCN(CC1)CCN(C1=CC=2N(C(=N1)N)N=C(N2)C=2OC=CN2)C([2H])([2H])[2H]